diethyl nitromalonate [N+](=O)([O-])C(C(=O)OCC)C(=O)OCC